ClC=1C=C(C=C(C1)F)N[C@@H]1C(N(CCC1)[C@H]1CN(CCC1)C=1C2=C(N=CN1)NC=C2)=O (3S,3'R)-3-(3-Chloro-5-fluorophenylamino)-1'-(7H-pyrrolo[2,3-d]pyrimidin-4-yl)-1,3'-bipiperidin-2-one